CC1=CC=C(C=C1)S(=O)(=O)N1C2=C(SCC1)C=CC=C2 4-p-toluenesulfonyl-3,4-dihydro-2H-benzo[b][1,4]thiazine